OC1=C(C=C(C=C1C=1C=NN(C1)C)[C@@H](C)NC(=O)C=1C=C(C=CC1C)N1C[C@H]2CC[C@@H](C1)N2C(=O)OC(C)(C)C)OC tert-Butyl (1R,5S)-3-[3-[[(1R)-1-[4-hydroxy-3-methoxy-5-(1-methylpyrazol-4-yl)phenyl]ethyl]carbamoyl]-4-methyl-phenyl]-3,8-diazabicyclo[3.2.1]octane-8-carboxylate